6-chloro-1-(m-tolyl)-1H-pyrazolo[4,3-c]Pyridine ClC1=CC2=C(C=N1)C=NN2C=2C=C(C=CC2)C